2-(1H-imidazol-1-yl)-6-(1-methyl-1H-pyrazol-4-yl)pyrimidine-4-carboxylic acid N1(C=NC=C1)C1=NC(=CC(=N1)C(=O)O)C=1C=NN(C1)C